2-(4-cyclobutyl-6-methoxypyrimidin-5-yl)-7-(4-(1-methyl-4-(trifluoromethyl)-1H-imidazol-2-yl)benzyl)benzo[d]oxazole C1(CCC1)C1=NC=NC(=C1C=1OC2=C(N1)C=CC=C2CC2=CC=C(C=C2)C=2N(C=C(N2)C(F)(F)F)C)OC